B1=CCCC1 boroline